OC[C@H](C[C@H]1C(NCC1)=O)NC([C@H](CCCC)NC(OC(C(F)(F)C1=CC(=CC=C1)Cl)C=1C=NC=CC1)=O)=O 2-(3-Chlorophenyl)-2,2-difluoro-1-(pyridin-3-yl)ethyl ((S)-1-(((S)-1-hydroxy-3-((S)-2-oxopyrrolidin-3-yl)propan-2-yl)amino)-1-oxohexan-2-yl)carbamate